N[C@@H]1[C@@](CN(C1)C(=O)OC(C)(C)C)(C(=O)OC(C)(C)C)C di-tert-butyl (3R,4R)-4-amino-3-methylpyrrolidine-1,3-dicarboxylate